(-)-7-Fluoro-4-((5-(5-fluoro-3-hydroxy-3-methyl-2-oxoindolin-1-yl)pyridin-3-yl)methyl)phthalazin-1(2H)-one FC1=CC=C2C(=NNC(C2=C1)=O)CC=1C=NC=C(C1)N1C(C(C2=CC(=CC=C12)F)(C)O)=O